C(C)(C)(C)OC(=O)N1C[C@H](CC1)[C@@H](C(=O)OC(C)(C)C)CC1=CC2=C(S1)C=CC(=C2)C=O (R)-3-((S)-1-(tert-butoxy)-3-(5-formylbenzo[b]thiophen-2-yl)-1-oxopropane-2-yl)pyrrolidine-1-carboxylic acid tert-butyl ester